4-(2,6-dimethoxyphenyl)-2-phenethyl-5-phenyloxazole COC1=C(C(=CC=C1)OC)C=1N=C(OC1C1=CC=CC=C1)CCC1=CC=CC=C1